C(C)(C)(C)N1C[C@H]([C@@H](C1)C1=CC=CC=C1)C(=O)NC1=C(C=CC=C1)OC=1C=NC=CC1 |r| (±)-trans-tert-Butyl-4-phenyl-N-[2-(pyridin-3-yloxy)phenyl]pyrrolidine-3-carboxamide